NC1=C(C(N(C2=CC(=CC=C12)C(F)(F)F)C1=CC(=NC=C1)N)=O)C(=O)OC methyl 4-amino-1-(2-aminopyridin-4-yl)-2-oxo-7-(trifluoromethyl)-1,2-dihydroquinoline-3-carboxylate